3-[(3-fluoro-2-methoxyphenyl)amino]-2-(3-{2-[(2R)-1-(2-fluoroprop-2-enoyl)-2-methylpyrrolidin-2-yl]ethynyl}pyridin-4-yl)-1H,5H,6H,7H-pyrrolo[3,2-c]pyridin-4-one FC=1C(=C(C=CC1)NC1=C(NC2=C1C(NCC2)=O)C2=C(C=NC=C2)C#C[C@@]2(N(CCC2)C(C(=C)F)=O)C)OC